Ethyl (S)-3-amino-3-(4-fluoro-4'-((3-fluoroazetidine-1-yl)methyl)-2',5,6'-trimethyl-[1,1'-biphenyl]-3-yl)propanoate N[C@@H](CC(=O)OCC)C=1C=C(C=C(C1F)C)C1=C(C=C(C=C1C)CN1CC(C1)F)C